N-(3-methoxy-4-methylphenyl)-1-methyl-4-oxocyclohexane-1-carboxamide COC=1C=C(C=CC1C)NC(=O)C1(CCC(CC1)=O)C